2-(3-fluoro-4-(trifluoromethyl)benzamido)benzo[d]thiazole-5-carboxylic acid FC=1C=C(C(=O)NC=2SC3=C(N2)C=C(C=C3)C(=O)O)C=CC1C(F)(F)F